COC([C@H](C(C)(C)OCC1CC1)NC(=O)OC(C)(C)C)=O (S)-2-((tert-butoxycarbonyl)amino)-3-(cyclopropylmethoxy)-3-methylbutanoic acid methyl ester